NCC1CCC(CC1)C(=O)N[C@@H](CC=1C=NC2=CC=CC=C2C1)C(=O)NCCCC[C@H](NC(N[C@@H](CCC(=O)O)C(=O)O)=O)C(=O)O N6-{N-[(1r,4S)-4-(aminomethyl)cyclohexane-1-carbonyl]-3-(quinolin-3-yl)-L-alanyl}-N2-{[(1S)-1,3-dicarboxypropyl]carbamoyl}-L-lysine